N-{[4-(furan-2-yl)phenyl]methyl}-6-methyl-1-(2-methylpropanoyl)-4-[(4-methyl-1,3-thiazol-2-yl)methyl]piperazine-2-carboxamide O1C(=CC=C1)C1=CC=C(C=C1)CNC(=O)C1N(C(CN(C1)CC=1SC=C(N1)C)C)C(C(C)C)=O